NC=1C(N(C=CC1)CC=1C=CC=C2C=CN(C12)C(=O)OC(C)(C)C)=O tert-butyl 7-((3-amino-2-oxopyridin-1(2H)-yl)methyl)-1H-indole-1-carboxylate